1-chloro-10-(2-phenylindolizin-3-yl)-10H-phenothiazine ClC1=CC=CC=2SC3=CC=CC=C3N(C12)C1=C(C=C2C=CC=CN12)C1=CC=CC=C1